N-(tert-butyl)-2-(methyl(2-(4-(2-((tetrahydro-2H-pyran-2-yl)oxy)ethyl)pyridin-2-yl)-6,7-dihydro-5H-cyclopenta[d]pyrimidin-4-yl)amino)acetamide C(C)(C)(C)NC(CN(C=1C2=C(N=C(N1)C1=NC=CC(=C1)CCOC1OCCCC1)CCC2)C)=O